[Cl-].C(CC)P propyl-phosphine chloride